OCC(C)OC(CCCCCCC)=O octanoic acid-2-hydroxy-1-methylethyl ester